N-(8-chloro-[1,2,4]triazolo[4,3-a]quinazolin-5-yl)-N-methylthiazol-2-amine ClC1=CC=C2C(=NC=3N(C2=C1)C=NN3)N(C=3SC=CN3)C